3-((1S,3R)-3-((4-(oxetan-3-yloxy)-5-(trifluoromethyl)pyrimidin-2-yl)amino)cyclohexyl)-5,6-dihydro-[1,2,4]triazolo[4,3-a]pyrimidin-7(8H)-one O1CC(C1)OC1=NC(=NC=C1C(F)(F)F)N[C@H]1C[C@H](CCC1)C1=NN=C2N1CCC(N2)=O